C(C=C)(=O)[SiH](OCCOC)CCC acryloylpropyl-(methoxyethoxy)silane